C(C1=CC=CC=C1)O[C@H]1[C@@H](SC=2C(=NC=C(C2)Cl)C#N)O[C@@H]([C@@H]([C@@H]1N1N=NC(=C1)C=1SC=CN1)O)CO 5-Chloro-2-cyanopyridin-3-yl 2-O-benzyl-3-deoxy-3-[4-(2-thiazolyl)-1H-1,2,3-triazol-1-yl]-1-thio-α-D-galactopyranoside